NC1=C(C2=C(N=C(O2)C)C=C1Cl)C#CCCC(=O)OC methyl 5-(6-amino-5-chloro-2-methylbenzo[d]oxazol-7-yl)pent-4-ynoate